rac-(1R,2S,5R)-1-amino-5-(2-boronoethyl)-2-(((4-methoxyphenyl)(methyl)amino)methyl)cyclohexanecarboxylic acid N[C@]1([C@@H](CC[C@H](C1)CCB(O)O)CN(C)C1=CC=C(C=C1)OC)C(=O)O |r|